C(C)C1=NNC(C(=C1)C(F)(F)F)=O 3-Ethyl-5-(trifluoromethyl)-1H-pyridazin-6-one